(N,N-dimethylamino)-e-caprolactam CN(C)C1C(=O)NCCCC1